CC=1SC=CC1OC1CN(CC1)CC(=O)N 2-(3-((2-methylthiophen-3-yl)oxy)pyrrolidin-1-yl)acetamide